5-amino-1-cyclohexyl-3-ethylpyrazole-4-carbonitrile NC1=C(C(=NN1C1CCCCC1)CC)C#N